FC=1C=C(C=C2C(OC(C12)=O)C)CNC(OC(C)(C)C)=O tert-butyl ((7-fluoro-methyl-1-oxo-1,3-dihydroisobenzofuran-5-yl)methyl)carbamate